dibenzyl-N-[3-({2-[(3-aminopropyl){(1R)-1-[1-benzyl-4-(2,5-difluorophenyl)-1H-pyrrol-2-yl]-2,2-dimethylpropyl} amino]-2-oxoethyl} sulfanyl)propanoyl]-beta-alanyl-L-glutamat C(C1=CC=CC=C1)OC([C@@H](NC(CCSCC(=O)N([C@H](C(C)(C)C)C=1N(C=C(C1)C1=C(C=CC(=C1)F)F)CC1=CC=CC=C1)CCCN)=O)C(CC(=O)OCC1=CC=CC=C1)C([C@@H](N)C)=O)=O